(S)-(3-cyclopropyl-1-methyl-1H-1,2,4-triazol-5-yl)(4-(4-(trifluoromethyl)pyrazolo[1,5-a]pyridin-2-yl)-6,7-dihydro-1H-imidazo[4,5-c]pyridin-5(4H)-yl)methanone C1(CC1)C1=NN(C(=N1)C(=O)N1[C@@H](C2=C(CC1)NC=N2)C2=NN1C(C(=CC=C1)C(F)(F)F)=C2)C